1,5-dihydro-5-propyl-3-(cyclohexanecarbonyl)-4-hydroxypyrrol-2-one C(CC)C1C(=C(C(N1)=O)C(=O)C1CCCCC1)O